5-ethylsulfonyl-6-[7-methyl-3-(1,1,2,2,2-pentafluoroethyl)imidazo[4,5-c]pyridazin-6-yl]pyridine-3-carbonyl chloride C(C)S(=O)(=O)C=1C=C(C=NC1C1=NC2=C(N=NC(=C2)C(C(F)(F)F)(F)F)N1C)C(=O)Cl